Cl.FC=1C=C(C=CC1OCCCCCCCCC)C1=NOC(=N1)CCCN 3-(3-(3-fluoro-4-(nonyloxy)phenyl)-1,2,4-oxadiazol-5-yl)propan-1-amine hydrochloride